ClC=1C=CC(=C(C1)C1CCN(CC1)[C@H]1CC2(CN(C2)C(=O)C2(CC2)F)CC1)OC (R)-(6-(4-(5-chloro-2-methoxyphenyl)piperidin-1-yl)-2-azaspiro[3.4]octan-2-yl)(1-fluorocyclopropyl)methanone